C(CCCCCCC)P(CCCCCCCC)(CCCCCCCC)=O trioctyl-phosphin oxide